CN1[C@@H](CCC1)COC=1N=CC2=C(N1)CN(CC21CC1)C(=O)OC(C)(C)C tert-butyl (S)-2'-((1-methylpyrrolidine-2-yl)methoxy)-6'H-spiro[cyclopropane-1,5'-pyrido[3,4-d]pyrimidine]-7'(8'H)-carboxylate